C1(CCCC1)[C@@H]1[C@H](CN(C1)CC=1C=C2C=CC(=NC2=C(C1)F)C1CCOCC1)OC=1C=C2CN(C(C2=CC1)=O)[C@@H]1C(NC(CC1)=O)=O |o1:5,6| (S)-3-(5-(((3R*,4S*)-4-Cyclopentyl-1-((8-fluoro-2-(tetrahydro-2H-pyran-4-yl)-quinolin-6-yl)methyl)pyrrolidin-3-yl)oxy)-1-oxoisoindolin-2-yl)piperidine-2,6-dione